ClC1=CC=C(C=C1)C#CCOC1=C(C=C(C=C1)CCNC(C(C(C)C)NS(=O)(=O)C)=O)OC N-[2-[4-[[3-(4-chlorophenyl)-2-propyn-1-yl]oxy]-3-methoxyphenyl]-ethyl]-3-methyl-2-[(methylsulfonyl)amino]butanamide